5-amino-8-(2,6-dimethyl-4-pyridyl)-7-phenyl-2-(2-pyrazol-1-ylethyl)-[1,2,4]triazolo[4,3-c]pyrimidin-3-one NC1=NC(=C(C=2N1C(N(N2)CCN2N=CC=C2)=O)C2=CC(=NC(=C2)C)C)C2=CC=CC=C2